N1,N3,N5-tris(4-dodecylhexadecyl)benzene-1,3,5-trimethylamine C(CCCCCCCCCCC)C(CCCNCC1=CC(=CC(=C1)CNCCCC(CCCCCCCCCCCC)CCCCCCCCCCCC)CNCCCC(CCCCCCCCCCCC)CCCCCCCCCCCC)CCCCCCCCCCCC